N-(1-(4-cyanooxazol-2-yl)ethyl)-2-(5,6-difluoro-2-oxo-1,2-dihydroquinolin-3-yl)acetamide C(#N)C=1N=C(OC1)C(C)NC(CC=1C(NC2=CC=C(C(=C2C1)F)F)=O)=O